ethyl 2-(5-((tert-butyldimethylsilyl)oxy)-1H-indazol-1-yl)-2-ethoxyacetate [Si](C)(C)(C(C)(C)C)OC=1C=C2C=NN(C2=CC1)C(C(=O)OCC)OCC